OCCCON=C1C(CCCC1)C(C)CC 2-(sec-butyl)cyclohexan-1-one O-(3-hydroxypropyl) oxime